1-{[6-chloro-5-(trifluoromethyl)(2-pyridyl)]amino}-4-methyl-3-(3-methylbutyl)azoline-2,5-dione zirconium [Zr].ClC1=C(C=CC(=N1)NN1C(C(=C(C1=O)C)CCC(C)C)=O)C(F)(F)F